4-(3-fluoroisonicotinoyl)-10,10-dimethyl-9-oxo-1-oxa-4-azaspiro[5.5]undec-7-ene-8-carbonitrile FC1=C(C(=O)N2CCOC3(C2)C=C(C(C(C3)(C)C)=O)C#N)C=CN=C1